ClC=1C=C(C2=C(CCO2)C1C1=NC(=NC(=C1)C)N(C)C)Cl 4-(5,7-Dichloro-2,3-dihydrobenzofuran-4-yl)-N,N,6-trimethylpyrimidin-2-amine